3-Ethoxy-5-{6-[2-(3-fluoro-2-methyl-indol-1-yl)-ethylamino]-pyrimidin-4-yl}thiophen C(C)OC1=CSC(=C1)C1=NC=NC(=C1)NCCN1C(=C(C2=CC=CC=C12)F)C